N1C=CC2=CC=C(C=C12)C(=O)N1CCC(CC1)CCCCNC(=O)C1=CC=2C=NC=CC2N1 N-(4-{1-[(1H-indol-6-yl)carbonyl]piperidin-4-yl}butyl)-1H-pyrrolo[3,2-c]pyridine-2-carboxamide